2-Chloro-4-((5-(3,5-dimethylisoxazol-4-yl)-2-methylphenyl)(((1r,4r)-4-(((2-(2,6-dioxopiperidin-3-yl)-6-fluoro-3-oxoisoindolin-5-yl)amino)methyl)cyclohexyl)methyl)amino)benzonitrile ClC1=C(C#N)C=CC(=C1)N(CC1CCC(CC1)CNC=1C=C2C(N(CC2=CC1F)C1C(NC(CC1)=O)=O)=O)C1=C(C=CC(=C1)C=1C(=NOC1C)C)C